COC1=C(C=CC(=C1)N)C1=CC(=C(N)C=C1)OCC 2-methoxy-3'-ethoxybenzidine